N1C(=NC=C1)C=1C=C(SC1)[C@H](C)N[S@@](=O)C(C)(C)C (S)-N-((S)-1-(4-(1H-imidazol-2-yl)thiophen-2-yl)ethyl)-2-methylpropane-2-sulfinamide